3'-{(1R)-1-[(6,7-dimethoxy-2-methylquinazolin-4-yl)amino]-ethyl}-N,N-di-methylbiphenyl-2-sulfonamide COC=1C=C2C(=NC(=NC2=CC1OC)C)N[C@H](C)C=1C=C(C=CC1)C=1C(=CC=CC1)S(=O)(=O)N(C)C